[NH-]CCC[NH-] trimethylenediamide